monomethoxybenzamide COC1=CC=C(C(=O)N)C=C1